N(=C=O)CCC[Si](OCC)(OCC)OCC (3-isocyanatopropyl)triethoxysilane